2-methyl-1-[4-methylthiophenyl]-2-morpholinopropan-1-one CC(C(=O)C1=CC=C(C=C1)SC)(C)N1CCOCC1